C(C1=CC=CC=C1)(C1=CC=CC=C1)NC(N[C@@H](CC1=CC=CC=C1)C=1OC(=C(N1)C(=O)O)C1=CNC2=CC=CC=C12)=S (S)-2-(1-(3-benzhydrylthioureido)-2-phenylethyl)-5-(1H-indol-3-yl)-oxazole-4-carboxylic acid